CN1C(C=CC2=CC=CC=C12)C.F[B-](F)(F)F.[H+] tetrafluoroboric acid 1,2-dimethylquinoline salt